CN(C)C(C(=S)O)C dimethylaminothiopropionic acid